1,4-thiazinane 1,1-dioxide hydrochloride Cl.S1(CCNCC1)(=O)=O